NC1=C(SC=C1)C#N 3-amino-2-cyano-thiophene